Iodopyrazolopyrimidine IC1=NNC=2C=NC=NC21